1-(4-((2-amino-9-chloro-10-oxo-10H-chromeno[3,2-b]pyridin-3-yl)oxy)phenyl)piperidin NC1=C(C=C2C(=N1)C(C=1C(=CC=CC1O2)Cl)=O)OC2=CC=C(C=C2)N2CCCCC2